C(C(=C)C)(=O)OCCOCCOCCOCCOCCOC pentaethylene glycol methyl ether methacrylate